The molecule is the aromatic diazonium ion formed from diazotisation of the amino group in 2-nitroaniline. It has a role as a hapten. C1=CC=C(C(=C1)[N+]#N)[N+](=O)[O-]